Cl.OC1=C(C(N(C2=CC=C(C=C12)N1CCN(CC1)C)CC(C)C)=O)C(=O)NC1=NC=CC=C1C 4-Hydroxy-1-Isobutyl-6-(4-Methylpiperazin-1-yl)-N-(3-Methylpyridin-2-yl)-2-Oxo-1,2-Dihydroquinoline-3-Carboxamide Hydrochloride Salt